C1(=CC=CC=C1)SNCC1=CC=CC=C1 N-(phenylthio)benzylamine